N[C@H](CO)CC1=NC(=NO1)C1=CC(=CC=C1)OC1=NC=C(C=C1)C(F)(F)F (S)-2-Amino-3-(3-(3-((5-(trifluoromethyl)pyridin-2-yl)oxy)phenyl)-1,2,4-oxadiazol-5-yl)propan-1-ol